diisopropylethylamine tri-hydrofluoric acid salt F.F.F.C(C)(C)N(CC)C(C)C